BrC1=C(NC=2C1=NC=CC2)C2=C(C=NC=C2)OC[C@H]2N(CC=C2)C(=O)OC(C)(C)C tert-butyl (2S)-2-({[4-(3-bromo-1H-pyrrolo[3,2-b]pyridin-2-yl)pyridin-3-yl]oxy}methyl)-2,5-dihydro-1H-pyrrole-1-carboxylate